(bromomethyl)-2-(3-fluoro-4-methoxyphenyl)pyrimidine S-(3-aminopropyl)thioThiosulfate tert-butyl-(1S,3S)-3-aminocyclopentyl-carbamate C(C)(C)(C)OC(N[C@@H]1C[C@H](CC1)N)=O.NCCCS=S(=S)(O)O.BrCC1=NC(=NC=C1)C1=CC(=C(C=C1)OC)F